acetyl-δ-valerolactone C(C)(=O)C1C(=O)OCCC1